OC1COCCC1NC=1N=NC(=C2C1C=NC=C2)C2=CC=C1C(CCO1)=C2O 5-[4-[[3-Hydroxytetrahydropyran-4-yl]amino]pyrido[3,4-d]pyridazin-1-yl]-2,3-dihydrobenzofuran-4-ol